C(C)(=O)N1CCC(CC1)(OC1CC1)C=1C(N(C2=C(C(=NC(=C2C1)N[C@H](C)C1=C(C(=CC=C1)C(F)F)F)C)C#CCN(C)C)C)=O (R)-3-(1-acetyl-4-cyclopropoxypiperidin-4-yl)-5-((1-(3-(difluoromethyl)-2-fluorophenyl)ethyl)Amino)-8-(3-(dimethylamino)prop-1-yn-1-yl)-1,7-dimethyl-1,6-naphthyridin-2(1H)-one